ClC1=CC=C(C=C1)C1=CC=C(O1)C(=O)NN 5-(4-chlorophenyl)furan-2-carbohydrazide